N1=CC=C(C=C1)CNC(=O)C12CC3(CC(CC(C1)C3)C2)C2=CC=C(C=C2)F 3-(4-Fluoro-phenyl)-adamantane-1-carboxylic acid (pyridin-4-ylmethyl)-amide